N-(4-(1-(2-(3,4-difluorophenyl)acetyl)-1,2,3,6-tetrahydropyridin-4-yl)-1H-pyrrolo[2,3-b]pyridin-6-yl)cyclopropylcarboxamide FC=1C=C(C=CC1F)CC(=O)N1CCC(=CC1)C1=C2C(=NC(=C1)NC(=O)C1CC1)NC=C2